C(C)(C)(C)OC(=O)N1[C@@H](C[C@H](C1)O[Si](C1=CC=CC=C1)(C1=CC=CC=C1)C(C)(C)C)C(=O)O (2S,4R)-1-tert-butoxycarbonyl-4-[tert-butyl(diphenyl)silyl]oxy-pyrrolidine-2-carboxylic acid